N[C@H]1C[C@H](N(C1)C1=C(C=CC(=C1)C=1C=NC=CC1C#N)C=1C(=NC(=NC1)C1=C(C(=CC=C1F)F)OC)C(=O)N)CO (2-((2S,4S)-4-amino-2-(hydroxymethyl)pyrrolidin-1-yl)-4-(4-cyanopyridin-3-yl)phenyl)-2-(3,6-difluoro-2-methoxyphenyl)pyrimidine-4-carboxamide